ClC=1C(N(C(=CC1OC([2H])([2H])C1=NC=C(C=C1F)F)C)C1=CC(=NC=C1C)N1C(C(=NC=C1)C(C)(C)O)=O)=O 3-chloro-4-((3,5-difluoropyridin-2-yl)methoxy-d2)-2'-(3-(2-hydroxypropan-2-yl)-2-oxopyrazin-1(2H)-yl)-5',6-dimethyl-2H-[1,4'-bipyridin]-2-one